4-(7-((R)-3-aminopiperidin-1-yl)-3-(2-fluoro-4-(tetrahydro-1H-furo[3,4-c]pyrrol-5(3H)-yl)phenyl)-3H-imidazo[4,5-b]pyridin-2-yl)-2-fluorobenzonitrile N[C@H]1CN(CCC1)C1=C2C(=NC=C1)N(C(=N2)C2=CC(=C(C#N)C=C2)F)C2=C(C=C(C=C2)N2CC1C(C2)COC1)F